pyridin-4-ylmethan-amine N1=CC=C(C=C1)CN